4-(2-(1-(4-Methoxybenzyl)-3-(trifluoromethyl)-1H-1,2,4-triazol-5-yl)-7-(methylthio)imidazo[1,2-a]pyrimidin-3-yl)-N,N-dimethyl-1H-imidazole-1-sulfonamide COC1=CC=C(CN2N=C(N=C2C=2N=C3N(C=CC(=N3)SC)C2C=2N=CN(C2)S(=O)(=O)N(C)C)C(F)(F)F)C=C1